C(C)C1=CC2=C(S1)C1(CC(NCC1)C)OCC2 2-ethyl-2'-methyl-spiro[4,5-dihydrothieno[2,3-c]pyran-7,4'-piperidine]